methyl (4aS,6aR,6bS,8aR,9S,12aS,14aR,14bS)-1-cyano-9-hydroxy-2,2,6a,6b,9,12a-hexamethyl-10,14-dioxo-1,3,4,5,6,6a,6b,7,8,8a,9,10,12a,14,14a,14b-hexadecahydropicene-4a(2H)-carboxylate C(#N)C1C(CC[C@@]2(CC[C@]3([C@@]4(CC[C@H]5[C@](C(C=C[C@@]5(C4=CC([C@@H]3[C@@H]21)=O)C)=O)(C)O)C)C)C(=O)OC)(C)C